CC1(OB(OC1(C)C)C1=CC=C(C=C1)C=1C=NN(C1)CC(=O)OC(C)(C)C)C tert-butyl 2-[4-[4-(4,4,5,5-tetramethyl-1,3,2-dioxaborolan-2-yl)phenyl]pyrazol-1-yl]acetate